FC(CN1C(=NC=2C1=NC(=CC2)C2=CNC=1N=C(N=CC12)N[C@H](C(F)(F)F)C)C)F (S)-5-(3-(2,2-difluoroethyl)-2-methyl-3H-imidazo[4,5-b]pyridin-5-yl)-N-(1,1,1-trifluoropropan-2-yl)-7H-pyrrolo[2,3-d]pyrimidin-2-amine